1-(2,2-difluoroethyl)-3-[(4S)-1-(2-fluoroprop-2-enoyl)-3,4-dihydro-2H-quinolin-4-yl]-7-[[1-(2-hydroxyethyl)pyrazol-4-yl]amino]-4H-pyrimido[4,5-d]pyrimidin-2-one FC(CN1C(N(CC=2C1=NC(=NC2)NC=2C=NN(C2)CCO)[C@H]2CCN(C1=CC=CC=C21)C(C(=C)F)=O)=O)F